(S)-4-(4-(difluoromethoxy)pyrazolo[1,5-a]pyridin-2-yl)-5-(pyrimidin-2-yl)-4,5,6,7-tetrahydro-1H-imidazo[4,5-c]pyridine FC(OC=1C=2N(C=CC1)N=C(C2)[C@H]2N(CCC1=C2N=CN1)C1=NC=CC=N1)F